tertbutyl alcohol sodium [Na].C(C)(C)(C)O